6-hydroxy-1,5-dihydro-4,1-benzothiazepine-2-one OC1=CC=CC2=C1CSCC(N2)=O